N1(CCN(CCN(CC1)CC(=O)O)CC(=O)O)CC(=O)O.C(C)C1(COC1)COCC1CCC(CC1)COCC1(COC1)CC 1,4-bis{[(3-ethyl-3-oxetanyl)methoxy]methyl}cyclohexane 1,4,7-triazacyclononane-1,4,7-triacetate